C12C=3C=CC=CC3C(NCC1)C2 9-azatricyclo[6.3.1.0^{2,7}]dodeca-2(7),3,5-triene